ClC=1C(=NC=CC1C=1C(=C(C=CC1)NC(=O)C1=CC=C(C=N1)CN(C(OC(C)(C)C)=O)CCO)C)C1=CC(=C(C=C1)CNC1CCOCC1)OC tert-Butyl ((6-((3-(3-chloro-2-(3-methoxy-4-(((tetrahydro-2H-pyran-4-yl)amino)methyl)phenyl)pyridin-4-yl)-2-methylphenyl)carbamoyl)pyridin-3-yl)methyl)(2-hydroxyethyl)carbamate